(1S,3S)-3-((6-(5-chloro-3-((((2-cyclopropylethyl)carbamoyl)oxy)methyl)thiophen-2-yl)-2-methylpyridin-3-yl)oxy)cyclohexane-1-carboxylate ClC1=CC(=C(S1)C1=CC=C(C(=N1)C)O[C@@H]1C[C@H](CCC1)C(=O)[O-])COC(NCCC1CC1)=O